1-[3,4-Dimethyl-2-(4-methylphenyl)pyrazolo[3,4-d]pyridazin-7-yl]-N-[2-(2-methylpiperidin-1-yl)ethyl]piperidine-4-carboxamide CC=1N(N=C2C(=NN=C(C21)C)N2CCC(CC2)C(=O)NCCN2C(CCCC2)C)C2=CC=C(C=C2)C